2-hydroxy-4-{[4-{[3-(methylsulfonyl)benzyl]amino}-5-(trifluoromethyl)pyrimidin-2-yl]amino}benzonitrile OC1=C(C#N)C=CC(=C1)NC1=NC=C(C(=N1)NCC1=CC(=CC=C1)S(=O)(=O)C)C(F)(F)F